2-isobutyl-3-methylpyridine C(C(C)C)C1=NC=CC=C1C